4-chloro-1-methoxy-2,6-dimethylindane ClC1=C2CC(C(C2=CC(=C1)C)OC)C